methyl 4-(2-bromoethoxy)-2-(difluoromethyl)benzoate BrCCOC1=CC(=C(C(=O)OC)C=C1)C(F)F